FC1CN(C1)CCC=1C(=CC(N(C1)C(C(=O)NCCC(=O)[O-])C1=CC(=CC=C1)CO)=O)C(F)(F)F 3-(2-{5-[2-(3-fluoroazetidin-1-yl)ethyl]-2-oxo-4-(trifluoromethyl)pyridin-1-yl}-2-[3-(hydroxymethyl)phenyl]acetamido)propanoate